FC(CNC1=NC=2N(C3=CC=CC(=C13)F)C=NN2)F N-(2,2-difluoroethyl)-6-fluoro-[1,2,4]triazolo[4,3-a]quinazolin-5-amine